[N+](=O)([O-])C1=CC=C(C=C1)C1=NN(C=C1)CCCCC 3-(4-nitrophenyl)-1-pentyl-1H-pyrazole